4-((4-bromophenyl)(methyl)amino)-3-chlorophenol BrC1=CC=C(C=C1)N(C1=C(C=C(C=C1)O)Cl)C